N-[[4-(5-amino-4-cyano-1-tetrahydro-furan-3-yl-pyrazol-3-yl)-2,5-difluoro-phenyl]methyl]-2-methoxy-benzamide NC1=C(C(=NN1C1COCC1)C1=CC(=C(C=C1F)CNC(C1=C(C=CC=C1)OC)=O)F)C#N